methyl 2-(4-(4-(t-Butoxycarbonyl) piperazin-1-yl) bicyclo[2.2.2]oct-1-yl)-5-nitro-2H-indazole-6-carboxylate C(C)(C)(C)OC(=O)N1CCN(CC1)C12CCC(CC1)(CC2)N2N=C1C=C(C(=CC1=C2)[N+](=O)[O-])C(=O)OC